N-(5-((methylamino)methyl)-2-(5-methylthiazol-2-yl)phenyl)benzenesulfonamide CNCC=1C=CC(=C(C1)NS(=O)(=O)C1=CC=CC=C1)C=1SC(=CN1)C